[C@H]12CC(C[C@H](CC1)N2)NC(CC(C)O)=O N-((1R,3r,5S)-8-azabicyclo[3.2.1]octan-3-yl)-3-hydroxybutanamide